ClC1=C(C=CC=C1NC(=O)C1=NN2C([C@H](CCC2)NC)=C1)C1=C(C(=CC=C1)NC=1C2=C(N=C(N1)C(F)(F)F)C=CC=N2)Cl (S)-N-(2,2'-dichloro-3'-((2-(trifluoromethyl)pyrido[3,2-d]pyrimidin-4-yl)amino)-[1,1'-biphenyl]-3-yl)-4-(methylamino)-4,5,6,7-tetrahydropyrazolo[1,5-a]pyridine-2-carboxamide